NC1=C2C(=NC=N1)N(N=C2C2=CC=C(C=C2)OC2=CC=CC=C2)C2CCN(CC2)C(=O)N2CCN(CC2)C=2C=C1C(N(C(C1=CC2)=O)C2C(NC(CC2)=O)=O)=O 5-(4-(4-(4-amino-3-(4-phenoxyphenyl)-1H-pyrazolo(3,4-d)pyrimidin-1-yl)piperidine-1-carbonyl)piperazin-1-yl)-2-(2,6-dioxopiperidin-3-yl)isoindoline-1,3-dione